tert-butyl((5-methyl-6-((naphthalen-1-ylmethyl)carbamoyl)-1H-indol-2-yl)methyl)carbamate C(C)(C)(C)OC(NCC=1NC2=CC(=C(C=C2C1)C)C(NCC1=CC=CC2=CC=CC=C12)=O)=O